C[C@H](CCC[C@H](C)CCCC(C)C)CCC[C@@H](C)CCOC[C@H](CO)OCC[C@H](C)CCC[C@H](C)CCC[C@H](C)CCCC(C)C 1,2-di-o-phytanyl-sn-glycerol